2-((Benzo[d]thiazol-5-ylmethyl)((R)-1-((S)-tetrahydrofuran-2-yl)ethyl)amino)-2-oxoacetic acid methyl ester COC(C(=O)N([C@H](C)[C@H]1OCCC1)CC=1C=CC2=C(N=CS2)C1)=O